ClC1=C(C=CC=C1)NC(C1=CC=C(C=C1)NC1=NC(=NC=C1F)NC1=CC=C(C=C1)CC(=O)N1CCN(CC1)C=1C=C2C(N(C(C2=CC1)=O)C1C(NC(CC1)=O)=O)=O)=O N-(2-chlorophenyl)-4-((2-((4-(2-(4-(2-(2,6-dioxopiperidin-3-yl)-1,3-dioxoisoindoline-5-yl)piperazin-1-yl)-2-oxoethyl)phenyl)amino)-5-fluoropyrimidin-4-yl)amino)benzamide